NC=1C=C(C=CC1F)[C@@H]1[C@H](C1)C1=C(C(N(C(=C1)C)C1=CC(=NC=C1C)C1=NC(=NC=C1)C(C)(C)O)=O)Cl 4-((1S,2S)-2-(3-amino-4-fluorophenyl)cyclopropyl)-3-chloro-2'-(2-(2-hydroxypropan-2-yl)pyrimidin-4-yl)-5',6-dimethyl-2H-[1,4'-bipyridin]-2-one